nonyl 8-{[7-(9-fluoro-1-octylnonyloxycarbonyl)heptyl](2-hydroxyethyl)amino}-2-methyloctanoate FCCCCCCCCC(CCCCCCCC)OC(=O)CCCCCCCN(CCCCCCC(C(=O)OCCCCCCCCC)C)CCO